methyl 2,2-difluoro-6-[[(1S)-1-(2-pyrimidin-2-yl-1,2,4-triazol-3-yl)ethyl]carbamoylamino]-1,3-benzodioxole-5-carboxylate FC1(OC2=C(O1)C=C(C(=C2)C(=O)OC)NC(N[C@@H](C)C=2N(N=CN2)C2=NC=CC=N2)=O)F